C(#N)[C@H]1N(CC(C1)(F)F)C(CNC(=O)C1=CC=NC2=CC=C(C=C12)OCCCN1CCOCC1)=O (S)-N-(2-(2-cyano-4,4-difluoropyrrolidin-1-yl)-2-oxoethyl)-6-(3-morpholinopropoxy)quinoline-4-carboxamide